C1(CCCC1)OC1=CC=C(C=N1)C(O)C=1C=C2CCNC2=CC1 [6-(cyclopentyloxy)pyridin-3-yl](2,3-dihydro-1h-indol-5-yl)methanol